(S)-N-(3-(6-amino-5-((1-propioylazetidin-2-yl)methoxy)pyrimidin-4-yl)-5-fluoro-2-methylphenyl)-4-cyclopropyl-2-fluorobenzamide NC1=C(C(=NC=N1)C=1C(=C(C=C(C1)F)NC(C1=C(C=C(C=C1)C1CC1)F)=O)C)OC[C@H]1N(CC1)C(CC)=O